C1=C(O[C@@H]([C@@H]([C@H]1O)O)O)C(=O)[O-] The molecule is a hexuronate that results from the removal of a proton from the carboxy group of 4-deoxy-beta-L-threo-hex-4-enopyranuronic acid. It is a hexuronate and a monocarboxylic acid anion. It is a conjugate base of a 4-deoxy-beta-L-threo-hex-4-enopyranuronic acid.